ClC(=C(C=C)Cl)Cl 1,1,2-trichloro-1,3-butadiene